O1CCN(CC1)CCN1N=CC(=C1)C=1C=C2N=CC(=NC2=CC1)C1=CC=C(C=C1)CC(=O)N 2-(4-(6-(1-(2-morpholinoethyl)-1H-pyrazol-4-yl)quinoxalin-2-yl)phenyl)acetamide